3-methyl-4-(4,4,5,5-Tetramethyl-1,3,2-dioxaborolane-2-yl)pyridine CC=1C=NC=CC1B1OC(C(O1)(C)C)(C)C